C(#C)C1[C@H]2CN(C[C@@H]12)S(=O)(=O)C1CCNCC1 (1S,5R)-6-ethynyl-3-(4-piperidylsulfonyl)-3-azabicyclo[3.1.0]hexane